ClC1=C(C=O)C=CC=C1OC1=C(C=CC=C1)Cl 2-chloro-3-(2-chlorophenoxy)benzaldehyde